FC(C1=NC=CC=C1C(=O)NC1=C2C(CC(C2=CC=C1)(C)C)C)F 2-(difluoromethyl)-N-(1,1,3-trimethyl-indan-4-yl)-pyridine-3-carboxamide